N[C@H]([C@H](C(=O)OCC)N1C=2C(OCC1)=C(SC2C(=O)OC)Br)C2CCC2 methyl 4-[(1R)-1-[(S)-amino(cyclobutyl)methyl]-2-ethoxy-2-oxo-ethyl]-7-bromo-2,3-dihydrothieno[3,4-b][1,4]oxazine-5-carboxylate